ClC1=C(C=C2C=C(N=CC2=C1)NC=1C=NN(C1C)C1CC1)N1CCN(CC1)[C@]1([C@H](COC1)O)C |o1:27,28| (3R,4R) or (3S,4S)-4-(4-(7-chloro-3-((1-cyclopropyl-5-methyl-1H-pyrazol-4-yl)amino)isoquinolin-6-yl)piperazin-1-yl)-4-methyltetrahydrofuran-3-ol